ClC1=C(N(C=C1)C)C1=NN=C(S1)NC(=O)C1=CC(=C(C(O1)=O)OCCOC)C1=C(C=CC=C1OC)OC N-(5-(3-chloro-1-methyl-1H-pyrrol-2-yl)-1,3,4-thiadiazol-2-yl)-4-(2,6-dimethoxyphenyl)-3-(2-methoxyethoxy)-2-oxo-2H-pyran-6-carboxamide